2-((3-(5-fluoro-2-(4-(2-methoxyethoxy)phenylamino)pyrimidin-4-ylamino)phenyl)(hydroxy)methyl)acrylonitrile FC=1C(=NC(=NC1)NC1=CC=C(C=C1)OCCOC)NC=1C=C(C=CC1)C(C(C#N)=C)O